2-chloro-N-(tetrahydro-2H-pyran-4-yl)-6,7-dihydrothieno[3,2-d]pyrimidin-4-amine ClC=1N=C(C2=C(N1)CCS2)NC2CCOCC2